1-(2-Amino-4-chlorophenyl)-2-chloroethane-1-one NC1=C(C=CC(=C1)Cl)C(CCl)=O